C(C)(C)(C)OC(=O)N1CCC(CC1)(C#N)CC1=C(C=CC=C1OC)Br 4-[(2-bromo-6-methoxy-phenyl)methyl]-4-cyano-piperidine-1-carboxylic acid tert-butyl ester